2-(2-oxo-6-{4-[4-(propan-2-yl)piperazin-1-yl]phenyl}-1,2-dihydro-quinolin-3-yl)benzonitrile O=C1NC2=CC=C(C=C2C=C1C1=C(C#N)C=CC=C1)C1=CC=C(C=C1)N1CCN(CC1)C(C)C